C(C1=CC=CC=C1)N(C(NC[C@@H](C(=O)O)NC(=O)C=1C(=C2CCN(C(C2=CC1Cl)=O)CC#CC1CC1)Cl)=O)C (S)-3-(3-benzyl-3-methylureido)-2-(5,7-dichloro-2-(3-cyclopropylprop-2-ynyl)-1-oxo-1,2,3,4-tetrahydroisoquinoline-6-carboxamido)propionic acid